(1R,3S,5R)-2-(2-(3-acetyl-5-(pyrazolo[1,5-a]pyrimidin-6-yl)-1H-indazol-1-yl)acetyl)-N-(6-bromopyrazin-2-yl)-2-azabicyclo[3.1.0]hexane-3-carboxamide C(C)(=O)C1=NN(C2=CC=C(C=C12)C=1C=NC=2N(C1)N=CC2)CC(=O)N2[C@@H]1C[C@@H]1C[C@H]2C(=O)NC2=NC(=CN=C2)Br